3-Fluoro-2-(4-(2-((1-(methylsulfonyl)piperidin-4-yl)amino)-5-(trifluoromethyl)pyrimidin-4-yl)-1H-imidazol-1-yl)benzonitrile FC=1C(=C(C#N)C=CC1)N1C=NC(=C1)C1=NC(=NC=C1C(F)(F)F)NC1CCN(CC1)S(=O)(=O)C